2-ethyl 8-(2-methoxyethyl) (1S,2S,5R)-3-((6-(cyclohexyloxy)pyridin-3-yl)sulfonyl)-3,8-diazabicyclo[3.2.1]octane-2,8-dicarboxylate C1(CCCCC1)OC1=CC=C(C=N1)S(=O)(=O)N1[C@@H]([C@@H]2CC[C@H](C1)N2C(=O)OCCOC)C(=O)OCC